5-((2-Chloroacetamido)methyl)-2-methyl-N-((6-methyl-4-(methylthio)-2-oxo-1,2-dihydropyridin-3-yl)methyl)-1-(pentan-3-yl)-1H-indole-3-carboxamide ClCC(=O)NCC=1C=C2C(=C(N(C2=CC1)C(CC)CC)C)C(=O)NCC=1C(NC(=CC1SC)C)=O